BrC=1C=C(C=NC1)OCC1=CC=C2C=CC(=NC2=C1)NC 7-{[(5-bromopyridin-3-yl)oxy]methyl}-N-methylquinolin-2-amine